(trans-3-((2-(trifluoromethyl)pyrimidin-5-yl)oxy)cyclobutyl)-carbamic acid tert-butyl ester C(C)(C)(C)OC(N[C@@H]1C[C@H](C1)OC=1C=NC(=NC1)C(F)(F)F)=O